ClC1=C(C=C(C(=C1)C)C=1C=NC2=CC(=NC=C2C1)N(C)CC1=CC=C(C=C1)OC)NC(C1=NC=CC(=C1)C(C)(C)C#N)=O N-(2-chloro-5-(7-((4-methoxybenzyl)(methyl)amino)-1,6-naphthyridin-3-yl)-4-methylphenyl)-4-(2-cyanoprop-2-yl)picolinamide